C(C)OC(=O)COC1=C(C=CC=C1)C(C)=O 2'-ethoxycarbonylmethoxyacetophenone